ClC=1C=C(C=CC1Cl)C=1N=C(SC1CC(C)C)N(CCC(=O)OCC)CC1=C2C=CN(C2=CC=C1)C(=O)OC(C)(C)C tert-butyl 4-(((4-(3,4-dichlorophenyl)-5-isobutylthiazol-2-yl)(3-ethoxy-3-oxopropyl)amino)methyl)-1H-indole-1-carboxylate